N1C(=NC=C1)C(=O)OC(=O)C=1NC=CN1 bis(imidazolylcarbonyl) ether